(S)-N-(3,4-difluorophenyl)pyrrolidine-2-carboxamide tert-butyl-(3-fluoro-2-methyl-4-(4,4,5,5-tetramethyl-1,3,2-dioxaborolan-2-yl)benzyl)carbamate C(C)(C)(C)N(C(O)=O)CC1=C(C(=C(C=C1)B1OC(C(O1)(C)C)(C)C)F)C.FC=1C=C(C=CC1F)NC(=O)[C@H]1NCCC1